8-Bromo-6-methyl-2-(1-phenylcyclopropyl)chromen-4-one BrC=1C=C(C=C2C(C=C(OC12)C1(CC1)C1=CC=CC=C1)=O)C